COC=1C=C(C=CC1)C=1C=C2C=CN(C2=C(C1)C(=O)NCC1=CC=C(C(=O)O)C=C1)CC1=CC=C(C=C1)C(F)(F)F 4-((5-(3-methoxyphenyl)-1-(4-(trifluoromethyl)benzyl)-1H-indole-7-carboxamido)methyl)benzoic acid